OCCN(CCO)C1CCCCC1 N,N-Bis(2-hydroxyethyl)cyclohexylamine